methyl((1R,3R)-3-(8-bromo-3-methyl-2-oxo-6-(phenylsulfonyl)-3,6-dihydroimidazo[4,5-d]pyrrolo[2,3-b]pyridin-1(2H)-yl)cyclopentyl)carbamate COC(N[C@H]1C[C@@H](CC1)N1C(N(C=2C1=C1C(=NC2)N(C=C1Br)S(=O)(=O)C1=CC=CC=C1)C)=O)=O